1-methyl-3-(5-fluoro-2-chloro-4-pyrimidinyl)indole CN1C=C(C2=CC=CC=C12)C1=NC(=NC=C1F)Cl